Guaia-6,10(14)-diene C[C@@H]1CC[C@@H]2[C@@H]1C=C(CCC2=C)C(C)C